ClC1=C(C(=CC=C1)F)C(C#N)C(C)=C=O 2-(2-Chloro-6-fluorophenyl)-3-carbonylbutyronitrile